ClC1=C(C=C(C=C1)C12C(C(C(C(CO1)(O2)CO)O)O)O)CC2=CC=C(C=C2)OCC 5-(4-chloro-3-(4-ethoxybenzyl)phenyl)-1-hydroxymethyl-6,8-dioxabicyclo(3.2.1)octane-2,3,4-triol